O[C@@]1(C2(C(=C3C(=C(C=C3C1=O)C)CNS(=O)(=O)C)C)CC2)C (R)-N-((6'-hydroxy-2',4',6'-trimethyl-7'-oxo-6',7'-dihydrospiro[cyclopropane-1,5'-inden]-3'-yl)methyl)methanesulfonamide